4-fluoro-2-isopropyl-6-(isoxazol-4-yl)aniline potassium [K].FC1=CC(=C(N)C(=C1)C=1C=NOC1)C(C)C